C1CC2=C([C@@H](C3=CC=CC=C31)N4C=CN=C4)C(=CC(=C2)Cl)Cl.[N+](=O)(O)[O-] The molecule is an organic nitrate salt obtained by reaction of equimolar amounts of (R)-eberconazole and nitric acid. It contains a (R)-eberconazole(1+). It is an enantiomer of a (S)-eberconazole nitrate.